(+/-)-trans-methyl-3-((2-(2-chloro-5H-pyrrolo[2,3-b]pyrazin-7-yl)-6-morpholinopyrimidin-4-yl)amino)bicyclo[2.2.2]octane-2-carboxylate COC(=O)C1C2CCC(C1NC1=NC(=NC(=C1)N1CCOCC1)C1=CNC3=NC=C(N=C31)Cl)CC2